FC1=CC=C(C=C1)C(N1C[C@@H](N(C[C@H]1CC)C=1C=2N=CN(C2N2C(N1)=NN=C2)CCN(C)C)CC)C2=CC=C(C=C2)F 2-(4-((2S,5R)-4-(bis(4-fluorophenyl)methyl)-2,5-diethylpiperazin-1-yl)-1H-[1,2,4]triazolo[3,4-b]purin-1-yl)-N,N-dimethylethan-1-amine